[O-]S(=O)(=O)C(F)(F)F.C(CCCC)[N+]1=CC(=CC=C1)CC 1-pentyl-3-ethylpyridinium triflate